2,3-dichlorosuccinic acid ClC(C(=O)O)C(C(=O)O)Cl